FC(C1C(C(COC1)O)O)(F)F 5-(trifluoromethyl)tetrahydro-2H-pyran-3,4-diol